1-(N-Boc-amino)cyclobutane-1-carbaldehyde C(=O)(OC(C)(C)C)NC1(CCC1)C=O